ClC=1C=C(C=C(C1)Cl)[C@@]1(CC(=NO1)C1=CC(=C(C(=O)O)C=C1)C)C(F)(F)F (5S)-4-[5-(3,5-dichlorophenyl)-5-(trifluoromethyl)-4H-isoxazol-3-yl]-2-methyl-benzoic acid